COC1=C(C(=CC=C1)OC)NC(=S)N N-(2,6-dimethoxyphenyl)thiourea